ClC1=CC=C(C=C1)CON1N=C(C=C1)C1CCNCC1 4-[1-[(4-chlorophenyl)methoxy]pyrazol-3-yl]piperidine